7,7-difluorobicyclo[4.1.0]heptane FC1(C2CCCCC12)F